[4-(1,3-dioxoisoindolin-2-yl) cyclohexyl] methanesulfonate CS(=O)(=O)OC1CCC(CC1)N1C(C2=CC=CC=C2C1=O)=O